FC=1C=C(C=C(C1CNC[C@@H]1CCC(N1)=O)OC)C1=C(C(=CC=C1)C1=C(C(=CC=C1)NC1=CN=CC2=NC=CN=C21)C)C (S)-5-((((3-fluoro-5-methoxy-2',2''-dimethyl-3''-(pyrido[3,4-b]pyrazin-8-ylamino)-[1,1':3',1''-terphenyl]-4-yl)methyl)amino)methyl)pyrrolidin-2-one